2-(1-(6-amino-9H-purin-9-yl)ethyl)-6-fluoro-3-phenyl-4H-chromen-4-one NC1=C2N=CN(C2=NC=N1)C(C)C=1OC2=CC=C(C=C2C(C1C1=CC=CC=C1)=O)F